ethyl-4-pyrazolecarboxamide C(C)C1=NNC=C1C(=O)N